2-pyridin-4-yl-6-(2-pyridin-4-yl-3H-benzimidazol-5-yl)-1H-benzimidazole N1=CC=C(C=C1)C1=NC2=C(N1)C=C(C=C2)C2=CC1=C(N=C(N1)C1=CC=NC=C1)C=C2